FC(C1=NN=C(O1)C=1C=CC(=NC1)CN1C(N(C2=C1C=CC(=C2)C=2C(=NOC2C)C)C2CCN(CC2)C)=O)F 1-((5-(5-(difluoromethyl)-1,3,4-oxadiazole-2-yl)pyridine-2-yl)methyl)-5-(3,5-dimethylisoxazole-4-yl)-3-(1-methylpiperidine-4-yl)-1,3-dihydro-2H-benzo[d]imidazole-2-one